1-Cyclopropyl-N-((2-(4'-fluoro-2'-(4-methyl-4H-1,2,4-triazol-3-yl)-[1,1'-biphenyl]-3-yl)-7-(trifluoromethyl)benzo[d]oxazol-5-yl)methyl)methanamine C1(CC1)CNCC=1C=C(C2=C(N=C(O2)C=2C=C(C=CC2)C2=C(C=C(C=C2)F)C2=NN=CN2C)C1)C(F)(F)F